3-bromomethyl-cyclobutene BrCC1C=CC1